magnesium oxide, magnesium salt [Mg+2].[O-2].[Mg+2].[O-2]